2-({4-[3-(5-ethyl-2-fluorophenyl)-1H-pyrrolo[3,2-b]pyridin-2-yl]pyridin-3-yl}oxy)-N-methylethan-1-amine C(C)C=1C=CC(=C(C1)C1=C(NC=2C1=NC=CC2)C2=C(C=NC=C2)OCCNC)F